trans-1,4-cyclohexanedicarboxylic acid bis(2-hydroxyethyl) ester OCCOC(=O)[C@@H]1CC[C@H](CC1)C(=O)OCCO